(3S,4R,5R)-1-(((R)-1-(2-fluorophenyl)pyrrolidin-3-yl)methyl)piperidine-3,4,5-triol FC1=C(C=CC=C1)N1C[C@H](CC1)CN1C[C@@H](C([C@@H](C1)O)O)O